(difluoromethyl)benzoic acid-2,6-d2 FC(F)C1=C(C(C(=O)O)=C(C=C1)[2H])[2H]